B(C1=CC=C(C=C1)S(=O)(=O)NCCCC)(O)O 4-(N-BUTYLSULPHONAMIDO)BENZENEBORONIC ACID